3-(4-chlorophenyl)-1-[3-(furan-3-yl)phenyl]Urea ClC1=CC=C(C=C1)NC(NC1=CC(=CC=C1)C1=COC=C1)=O